2-(Trimethoxysilyl)ethyl methacrylate C(C(=C)C)(=O)OCC[Si](OC)(OC)OC